C[C@H]1CN(C[C@H](N1)C)CC1=C(C2=NC(=CC=C2N1C(C)C)C=O)C(=O)N (((3S,5R)-3,5-dimethyl-Piperazin-1-yl)methyl)-5-formyl-1-isopropyl-1H-pyrrolo[3,2-b]pyridine-3-carboxamide